((((9H-fluoren-9-yl)methoxy)carbonyl)amino)-3-(isoquinolin-6-yl)propionic acid C1=CC=CC=2C3=CC=CC=C3C(C12)COC(=O)NC(C(=O)O)CC=1C=C2C=CN=CC2=CC1